C(C)(=O)[O-].C[NH+]1C=CCC1 N-methylpyrrolinium acetate